bis(trifluoromethanesulfonyl)calcium FC(S(=O)(=O)[Ca]S(=O)(=O)C(F)(F)F)(F)F